5-(((5-fluoro-2,3-dihydrobenzofuran-4-yl)methyl)amino)-8-(4-(pyrrolidin-2-yl)phenyl)imidazo[1,2-c]pyrimidine-2-carbonitrile FC=1C=CC2=C(CCO2)C1CNC1=NC=C(C=2N1C=C(N2)C#N)C2=CC=C(C=C2)C2NCCC2